N-[2-[2-(2-Azidoethoxy)ethoxy]ethyl]-2-iodoacetamide N(=[N+]=[N-])CCOCCOCCNC(CI)=O